CN(C1=CC=CC(=N1)C(C)(C)NC1=NC(=NC(=N1)N)C=1C=CC=2N(C1)C(=NC2)C)C N2-(2-(6-(dimethylamino)pyridin-2-yl)propan-2-yl)-6-(3-methylimidazo[1,5-a]pyridin-6-yl)-1,3,5-triazine-2,4-diamine